3-(4-(3-((5-(4-chlorophenyl)-1,3,4-oxadiazol-2-yl)amino)azetidin-1-yl)-2,6-difluorophenyl)piperidine-2,6-dione ClC1=CC=C(C=C1)C1=NN=C(O1)NC1CN(C1)C1=CC(=C(C(=C1)F)C1C(NC(CC1)=O)=O)F